3-(2-fluoro-5-methylphenyl)-1-methyl-4,6-dihydropyrrolo[3,4-c]pyrazole-5(1H)-carbonitrile FC1=C(C=C(C=C1)C)C=1C2=C(N(N1)C)CN(C2)C#N